1-(5-bromo-2-morpholinopyridin-3-yl)-N,N-dimethylamine BrC=1C=C(C(=NC1)N1CCOCC1)CNC